2-{2-[1-(cyclopropylmethyl)-1H-indol-2-yl]-7-methoxy-1-[(1-methyl-1H-pyrazol-4-yl)methyl]-1H-1,3-benzodiazole-5-carbonyl}-2,6-diazaspiro[3.5]nonane C1(CC1)CN1C(=CC2=CC=CC=C12)C1=NC2=C(N1CC=1C=NN(C1)C)C(=CC(=C2)C(=O)N2CC1(C2)CNCCC1)OC